OC[C@H](C1=CC=CC=C1)NC1=CC(=NC=C1C1=NC2(CO1)CCOCC2)NC2=CC=C1C(=N2)N(N(C1=O)C)C(C)C (S)-6-((4-((2-hydroxy-1-phenylethyl)amino)-5-(3,8-dioxa-1-azaspiro[4.5]dec-1-en-2-yl)pyridin-2-yl)amino)-1-isopropyl-2-methyl-1,2-dihydro-3H-pyrazolo[3,4-b]pyridin-3-one